tris(2,2,6,6-tetramethyl-4-piperidyl)benzene-1,3,4-tricarboxylate CC1(NC(CC(C1)C1=C(C(=C(C(=C1C(=O)[O-])C1CC(NC(C1)(C)C)(C)C)C(=O)[O-])C(=O)[O-])C1CC(NC(C1)(C)C)(C)C)(C)C)C